((2,5-dimethyl-1,2,3,4-tetrahydroisoquinolin-7-yl)amino)-6-ethyl-5-(2-fluoro-6-methoxyphenyl)pyrazine-2-carboxamide formate C(=O)O.CN1CC2=CC(=CC(=C2CC1)C)NC=1C(=NC(=C(N1)C1=C(C=CC=C1OC)F)CC)C(=O)N